N-(4-(2-(4-chloro-2-fluorophenyl)propyl)-6-(((R)-1-hydroxy-4-methylpent-2-yl)amino)-1,3,5-triazin-2-yl)methanesulfonamide ClC1=CC(=C(C=C1)C(CC1=NC(=NC(=N1)N[C@@H](CO)CC(C)C)NS(=O)(=O)C)C)F